2-[[5-[4-(1-fluorocyclopropyl)-6-methoxy-pyrimidin-5-yl]pyrazolo[4,3-d]pyrimidin-1-yl]methoxy]ethyl-trimethyl-silane FC1(CC1)C1=NC=NC(=C1C=1N=CC2=C(N1)C=NN2COCC[Si](C)(C)C)OC